C(C)(C)(C)N1CCN(CC1)C1=C(N(C=2N(C1=O)N=C(N2)Br)CC(NC2=CC=C(C=C2)S(F)(F)(F)(F)F)=O)CC tert-butyl-4-(2-bromo-5-ethyl-7-oxo-4-(2-oxo-2-((4-(pentafluoro-λ6-sulfaneyl)phenyl)amino)ethyl)-4,7-dihydro-[1,2,4]triazolo[1,5-a]pyrimidin-6-yl)piperazine